(3-fluorobenzyl)-4-(3-fluorobenzyloxy)benzaldehyde FC=1C=C(CC2=C(C=O)C=CC(=C2)OCC2=CC(=CC=C2)F)C=CC1